6-(1-Methyl-1H-pyrazol-3-yl)-5-[4-(trifluoromethyl)phenoxy]pyrazine-2-carboxylic acid CN1N=C(C=C1)C1=C(N=CC(=N1)C(=O)O)OC1=CC=C(C=C1)C(F)(F)F